(S,E)-2-(tert-butyl)-4-((4,4-difluorocyclohexyl)oxy)-N-(4-(methylsulfonyl)but-3-en-2-yl)pyrimidine-5-carboxamide C(C)(C)(C)C1=NC=C(C(=N1)OC1CCC(CC1)(F)F)C(=O)N[C@@H](C)\C=C\S(=O)(=O)C